C(C)(C)(C)OC1=NC=NC(=C1C1=NC=C2C(=N1)N(N=C2)CC2=CC=C(C=C2)C=2N(C=C(N2)C(F)(F)F)CC)C2CC2 6-(4-(tert-butoxy)-6-cyclopropylpyrimidin-5-yl)-1-(4-(1-ethyl-4-(trifluoromethyl)-1H-imidazol-2-yl)benzyl)-1H-pyrazolo[3,4-d]pyrimidine